Methylene-diamine C(N)N